F[Fe](F)(F)F tetrafluoro-iron